ClC1=C2C(=NC=C1C(F)(F)F)N(C(=C2)C=2CCOCC2)COCC[Si](C)(C)C 4-chloro-2-(3,6-dihydro-2H-pyran-4-yl)-5-(trifluoro-methyl)-1-((2-(trimethylsilyl)ethoxy)methyl)-1H-pyrrolo[2,3-b]pyridine